6-bromo-3-(hydroxymethyl)naphthalen-1-ol BrC=1C=C2C=C(C=C(C2=CC1)O)CO